CN1C(=NN=C1)C1(CCC1)C=1C=C(C=CC1)N1C(C2=C(C(=C1)C(F)(F)F)C=C(N2)C=O)=O 6-[3-[1-(4-methyl-1,2,4-triazol-3-yl)cyclobutyl]phenyl]-7-oxo-4-(trifluoromethyl)-1H-pyrrolo[2,3-c]pyridine-2-carbaldehyde